Cl.Cl.COCCOCCOC1=NN(C=C1N)C1CCC(CC1)N1CCOCC1 3-[2-(2-methoxyethoxy)ethoxy]-1-[(1r,4r)-4-(morpholin-4-yl)cyclohexyl]-1H-pyrazol-4-amine dihydrochloride